[Rh]Cl.C1(=CC=CC=C1)P(C1=CC=CC=C1)C1=CC=CC=C1.C1(=CC=CC=C1)P(C1=CC=CC=C1)C1=CC=CC=C1 bis(triphenylphosphine) rhodium (I) chloride